(R)-5-(1-methylcyclopropyl)-5-(3-oxo-3-(5-(trifluoromethyl)isoindolin-2-yl)propyl)imidazolidine-2,4-dione CC1(CC1)[C@@]1(C(NC(N1)=O)=O)CCC(N1CC2=CC=C(C=C2C1)C(F)(F)F)=O